O[C@H]1[C@@H]2CN(C[C@@H](C1)C2)C=2N=CC1=C(N2)C=CN=C1 |&1:2| ((1R,SR,6R)-6-hydroxy-3-azabicyclo[3.2.1]octan-3-yl)pyrido[4,3-d]pyrimidin